COC1=CC2=CC3=C(C(OC3)=O)C(=C2C=C1OC)C=1C=NC2=CC=CC=C2C1 6,7-dimethoxy-9-(quinolin-3-yl)naphtho[2,3-c]furan-1(3H)-one